C(C)OC(CCC(=O)C1=NC(=CC(=C1O)Br)CC1=C(C(=CC=C1Cl)F)Cl)=O 4-[4-Bromo-6-(2,6-dichloro-3-fluoro-benzyl)-3-hydroxy-pyridin-2-yl]-4-oxo-butyric acid ethyl ester